3-methyl-4-(5-(4-methyl-Quinazolin-2-yl)pyridin-2-yl)morpholine CC1N(CCOC1)C1=NC=C(C=C1)C1=NC2=CC=CC=C2C(=N1)C